5-chloro-3-(2,2-difluoroethyl)-1,3-dimethylindol-2-one ClC=1C=C2C(C(N(C2=CC1)C)=O)(C)CC(F)F